trifluoro-(morpholino)-sulfane FS(N1CCOCC1)(F)F